5-Butyl-1-(4-phenoxyphenyl)-3-(4-propoxyphenyl)-1H-1,2,4-triazole C(CCC)C1=NC(=NN1C1=CC=C(C=C1)OC1=CC=CC=C1)C1=CC=C(C=C1)OCCC